N-[7-(2-chloro-4-fluorophenyl)-3-(2,2-difluoroethyl)-2,9-dioxo-2,3,4,7,8,9-hexahydro-1H-pyrrolo[4,3-h]quinazolin-6-yl]-5-fluoro-3-(trifluoromethyl)benzamide ClC1=C(C=CC(=C1)F)C1NC(C=2C1=C(C=C1CN(C(NC21)=O)CC(F)F)NC(C2=CC(=CC(=C2)F)C(F)(F)F)=O)=O